(2S)-4-[2-[[4-[[3-(2,3-Difluoro-4-methoxyphenyl)imidazo[1,2-a]pyrazin-8-yl]amino]-2-methylbenzoyl]amino]ethylcarbamoyl]piperazin FC1=C(C=CC(=C1F)OC)C1=CN=C2N1C=CN=C2NC2=CC(=C(C(=O)NCCNC(=O)N1CCNCC1)C=C2)C